6-bromo-5-methyl-2-phenyl-3-(piperidin-1-yl)-4-((2-(trimethylsilyl)-ethoxy)methyl)pyrazolo[1,5-a]Pyrimidin-7(4H)-one BrC1=C(N(C=2N(C1=O)N=C(C2N2CCCCC2)C2=CC=CC=C2)COCC[Si](C)(C)C)C